C(C)(C)(C)OC(NC=1C=C2C(OCC2=C(C1F)Br)O)=O N-(7-bromo-6-fluoro-3-hydroxy-1,3-dihydroisobenzofuran-5-yl)carbamic acid tert-butyl ester